COC1=CC(=NC2=CC(=CC=C12)C(=O)N[C@@H](C)C1=CC=CC=C1)C1=CC=C(C=C1)C(F)(F)F (S)-4-methoxy-N-(1-phenylethyl)-2-(4-(trifluoromethyl)phenyl)quinoline-7-carboxamide